FC(N1N=CC(=C1)C1CC(N(C1)C=1C=NC=C(C1)[C@](C1=CC=C(C=C1)C(C)C)(O)C1(CN(C1)C)C)=O)F 4-(1-difluoromethyl-1H-pyrazol-4-yl)-1-{5-[(R)-(1,3-dimethyl-azetidin-3-yl)-hydroxy-(4-isopropyl-phenyl)-methyl]-pyridin-3-yl}-pyrrolidin-2-one